N1=C(C=CC=C1)CC1CCN(CC1)C1=NC=C(C=C1)B1OC(C(O1)(C)C)(C)C (4-(pyridin-2-ylmethyl)piperidin-1-yl)-5-(4,4,5,5-tetramethyl-1,3,2-dioxaborolan-2-yl)pyridine